FC1=CC2=C(OC3(CC3)CN2)C(=C1C1=CC=NN1C)C#N 6-fluoro-7-(1-methyl-1H-pyrazol-5-yl)-3,4-dihydrospiro[benzo[b][1,4]oxazine-2,1'-cyclopropane]-8-carbonitrile